iodo-silane I[SiH3]